C1=CC(=CC2=CC=CC=C12)C(=O)N 3-naphthyl-carboxamide